N[C@H](C)C=1C=C(C=C2C(C=C(OC12)N1CC2=CC=C(C=C2C1)F)=O)C 8-[(1R)-1-aminoethyl]-2-(5-fluoroisoindolin-2-yl)-6-methyl-chromen-4-one